3-(4-bromo-phenyl)-3-methyl-butanal BrC1=CC=C(C=C1)C(CC=O)(C)C